FC=1C=C(C=CC1)C=1C(=C(C=CC1)N1CCC(CC1)N1CCCC1)C#N 3'-fluoro-3-(4-(pyrrolidin-1-yl)piperidin-1-yl)biphenyl-2-carbonitrile